ClC1=CC=2C(OCC=3C=C(N=CC3C=3C=CC(=C(NS(C(=C1O)C2)(=O)=O)C3)OCC)F)=O 13-Chloro-19-ethoxy-5-fluoro-14-hydroxy-16,16-dioxo-9-oxa-16λ6-thia-4,17-diazatetracyclo[16.3.1.111,15.02,7]tricosa-1(22),2(7),3,5,11(23),12,14,18,20-nonaen-10-one